C(C1=CN=CC=C1)(=O)OC1=CC(=CC(=C1)C=NC1=CC(=CC(=C1)Cl)Cl)Br 3-bromo-5-((3,5-dichloro-phenylimino)meth-yl)phenyl nicotinate